N1(C=NC2=C1C=CC=C2)CCCS(=O)(=O)C2=NC(=CC(=N2)C=2C=C(C(N(C2)CC=2C=CC1=C(N(N=N1)C)C2)=O)F)C 5-(2-((3-(1H-benzo[d]imidazol-1-yl)propyl)sulfonyl)-6-methylpyrimidin-4-yl)-3-fluoro-1-((1-methyl-1H-benzo[d][1,2,3]triazol-6-yl)methyl)pyridin-2(1H)-one